NC1=NC=CC=C1C1=NC=2C(=NC(=CC2)C=2C=NC(=CC2)OC([2H])([2H])F)N1C1=CC=C(CN2CCC(CC2)NC2=NC(=NC=C2)C#N)C=C1 4-((1-(4-(2-(2-Aminopyridin-3-yl)-5-(6-(fluoromethoxy-d2)pyridin-3-yl)-3H-imidazo[4,5-b]pyridin-3-yl)benzyl)piperidin-4-yl)amino)pyrimidine-2-carbonitrile